(1S,2S)-2-(((2-methyl-6-(3-methyl-4-(((4-(pyrazin-2-yl)pyrimidin-2-yl)amino)methyl)isoxazol-5-yl)pyridin-3-yl)oxy)methyl)cyclohexane-1-carboxylic acid CC1=NC(=CC=C1OC[C@@H]1[C@H](CCCC1)C(=O)O)C1=C(C(=NO1)C)CNC1=NC=CC(=N1)C1=NC=CN=C1